1-(3,4-dimethoxybenzyl)-6,7-dimethyl-3,4-dihydroisoquinoline COC=1C=C(CC2=NCCC3=CC(=C(C=C23)C)C)C=CC1OC